CN1N=CC(=C1)NC1=NC=C(C(=N1)NC=1C=C(C=CC1)NC(OC(C)(C)C)=O)CN(C(C)=O)C(C)C1=CC=CC=C1 tert-butyl (3-((2-((1-methyl-1H-pyrazol-4-yl)amino)-5-((N-(1-phenylethyl)acetamido)methyl)pyrimidin-4-yl)amino)phenyl)carbamate